2-(4-(4-fluoro-3-isopropyl-2-(8-methoxy-[1,2,4]triazolo[1,5-a]pyridin-6-yl)-1H-pyrrolo[2,3-c]pyridin-5-yl)piperazin-1-yl)-N-methylacetamide FC1=C2C(=CN=C1N1CCN(CC1)CC(=O)NC)NC(=C2C(C)C)C=2C=C(C=1N(C2)N=CN1)OC